NC(C(=O)N(C)C1CCCC1)C(C(C)C)(F)F 2-amino-N-cyclopentyl-3,3-difluoro-N,4-dimethylpentanamide